C(CCCCCCCCCCC)C(=S)SC(C(=O)O)(C)C dodecyl-thiocarbonylthio-2-methylpropionic acid